5-(3-(1-Methyl-1H-pyrazol-4-yl)pyrazolo[1,5-a]pyridin-5-yl)-N-(1-methylpiperidin-4-yl)-7H-pyrrolo[2,3-d]pyrimidin-2-amine CN1N=CC(=C1)C=1C=NN2C1C=C(C=C2)C2=CNC=1N=C(N=CC12)NC1CCN(CC1)C